C(#N)C1=CC(=C(C=N1)COC1=CC=CC(=N1)C1=CC(=C(CC2=NC3=C(N2C[C@H]2OCC2)C=C(C=C3)C(=O)OC)C=C1F)F)OC Methyl (S)-2-(4-(6-((6-cyano-4-methoxypyridin-3-yl)methoxy)pyridin-2-yl)-2,5-difluorobenzyl)-1-(oxetan-2-ylmethyl)-1H-benzo[d]imidazole-6-carboxylate